C(C)(C)(C)OC(=O)C1CC=CNO1 oxazine-6(5H)-carboxylic acid tert-butyl ester